C(CCCCC)C(C(=O)OCCCC=O)CCCCCCCC 4-oxobutyl 2-hexyldecanoate